2-(2'-hydroxy-3'-tert-butyl-5'-methylphenyl)5-chlorobenzotriazole 4-(decanoyloxy)benzene-1-sulfonate C(CCCCCCCCC)(=O)OC1=CC=C(C=C1)S(=O)(=O)O.OC1=C(C=C(C=C1C(C)(C)C)C)N1N=C2C(=N1)C=CC(=C2)Cl